BrC1=CC=2C(=NC=3N=CC=CC3C2NCCNC(OC(C)(C)C)=O)C=C1 tert-Butyl (2-((7-bromobenzo[b][1,8]naphthyridin-5-yl)amino)ethyl)carbamate